(S)-1-cyclopropyl-4-((6-(2-hydroxy-6-methyl-4-(trifluoromethyl)phenyl)-3-methyl-2H-pyrazolo[3,4-b]pyridin-2-yl)methyl)pyrrolidin-2-one C1(CC1)N1C(C[C@@H](C1)CN1N=C2N=C(C=CC2=C1C)C1=C(C=C(C=C1C)C(F)(F)F)O)=O